7-(2-((3aS,4R,6aR)-4-(4-amino-7H-pyrrolo[2,3-d]pyrimidin-7-yl)-2,2,6a-trimethyl-3a,6a-dihydro-4H-cyclopenta[d][1,3]dioxol-6-yl)propyl)-3-chloro-5-fluoroquinolin-2-amine NC=1C2=C(N=CN1)N(C=C2)[C@@H]2C=C([C@]1(OC(O[C@H]12)(C)C)C)C(CC1=CC(=C2C=C(C(=NC2=C1)N)Cl)F)C